disodium 2-allyl-2-fluoromalonate C(C=C)C(C(=O)[O-])(C(=O)[O-])F.[Na+].[Na+]